(E)-4-styrylpyrimidine-2-carbonitrile C(=C\C1=CC=CC=C1)/C1=NC(=NC=C1)C#N